CN1N=C(C(=C1)C1=CC=NC=C1)C1=CC=C(OCC2=NC3=CC=CC=C3C(=C2)C(=O)OC(C)(C)C)C=C1 tert-Butyl 2-[[4-[1-methyl-4-(4-pyridyl)pyrazol-3-yl]phenoxy]methyl]quinoline-4-carboxylate